trans-4-((4-(1-Isopropyl-1H-pyrazol-4-yl)pyridin-2-yl)((trans-4-(5-methoxy-6-methylpyridin-2-yl)cyclohexyl)methyl) carbamoyl)cyclohexyl 3-(methylsulfonyl)azetidine-1-carboxylate CS(=O)(=O)C1CN(C1)C(=O)O[C@@H]1CC[C@H](CC1)C(N(C[C@@H]1CC[C@H](CC1)C1=NC(=C(C=C1)OC)C)C1=NC=CC(=C1)C=1C=NN(C1)C(C)C)=O